ClC1=C(C=CC2=C1CCCCC2=O)OC 1-chloro-2-methoxy-6,7,8,9-tetrahydro-5H-benzo[7]annulen-5-one